C(C1=CC=CC=C1)OC(=O)NCC(=O)NC1(CCC1)C(=O)O 1-(2-[[(benzyloxy)carbonyl]amino]acetamido)cyclobutane-1-carboxylic acid